(R)-2-(2-methyl-7-(piperidin-3-ylthio)pyrazolo[1,5-d][1,2,4]triazin-4-yl)-5-(trifluoromethyl)phenol CC1=NN2C(=NN=C(C2=C1)C1=C(C=C(C=C1)C(F)(F)F)O)S[C@H]1CNCCC1